6-(4-aminopiperidin-1-yl)-2-(4-cyano-3-fluorophenyl)-3-(4-(1,1-difluoro-2-hydroxy-2-methylpropyl)-2-fluorophenyl)isonicotinic acid NC1CCN(CC1)C=1N=C(C(=C(C(=O)O)C1)C1=C(C=C(C=C1)C(C(C)(C)O)(F)F)F)C1=CC(=C(C=C1)C#N)F